1,1-dimethylethyl {(1R)-1-[({2-[(3,3-dimethyl-2,3-dihydro-1-benzofuran-4-yl)oxy]-5-pyrimidinyl}amino)carbonyl]-2-methylpropyl}carbamate CC1(COC2=C1C(=CC=C2)OC2=NC=C(C=N2)NC(=O)[C@@H](C(C)C)NC(OC(C)(C)C)=O)C